amino-cyclobutane-1,1-dicarboxylic acid NC1C(CC1)(C(=O)O)C(=O)O